6-(3-(4-(2-oxo-2-(pyridin-3-ylamino) ethyl) phenoxy) azetidin-1-yl)-[1,1'-biphenyl]-2-carboxylate O=C(CC1=CC=C(OC2CN(C2)C=2C=CC=C(C2C2=CC=CC=C2)C(=O)[O-])C=C1)NC=1C=NC=CC1